(6-(2-chloro-5-fluorophenyl)-6-hydroxy-2-methyl-8-oxo-3-(3-oxocyclopent-1-en-1-yl)-2,6,7,8-tetrahydropyrrolo[3,4-g]indazol-5-yl)-3-fluoro-5-(trifluoromethyl)benzamide ClC1=C(C=C(C=C1)F)C1(NC(C2=C1C(=CC1=C(N(N=C21)C)C2=CC(CC2)=O)C2=C(C(=O)N)C=C(C=C2F)C(F)(F)F)=O)O